2-(((1-acetylpiperidin-4-yl)methyl)amino)-8-(isopropylamino)pyrido[3,4-d]pyrimidine C(C)(=O)N1CCC(CC1)CNC=1N=CC2=C(N1)C(=NC=C2)NC(C)C